[SiH2]1OCC1 silaoxetane